C12(CCC(CC1)CC2)C(=O)OC[C@]2(O[C@H](C[C@@H]2O)N2C1=NC(=NC(=C1N=C2)NC(=O)[C@@H]2OC(CC2)=O)F)C#C ((2R,3S,5R)-2-ethynyl-5-(2-fluoro-6-((R)-5-oxotetrahydrofuran-2-carboxamido)-9H-purin-9-yl)-3-hydroxytetrahydrofuran-2-yl)methyl bicyclo[2.2.2]octane-1-carboxylate